methyl 6-((1-acryloylpiperidin-4-yl)oxy)-7-methoxyquinazoline-4-carboxylate C(C=C)(=O)N1CCC(CC1)OC=1C=C2C(=NC=NC2=CC1OC)C(=O)OC